methyl (E)-(4-(((diphenylphosphoryl) imino) methyl) benzoate) C1(=CC=CC=C1)P(=O)(C1=CC=CC=C1)\N=C\C1=CC=C(C(=O)OC)C=C1